methyl 2-[2-(tert-butoxycarbonylamino)propyl]-6-methoxy-pyridine-3-carboxylate C(C)(C)(C)OC(=O)NC(CC1=NC(=CC=C1C(=O)OC)OC)C